N-[(4-Bromo-2-fluoro-5-methoxy-phenyl)methyl]-2-[1-(trifluoromethyl)cyclopropyl]-1H-benzimidazole-5-carboxamide BrC1=CC(=C(C=C1OC)CNC(=O)C1=CC2=C(NC(=N2)C2(CC2)C(F)(F)F)C=C1)F